(S)-4-isopropyl-2-(7-methoxyheptyl)-4,5-dihydrooxazole C(C)(C)[C@@H]1N=C(OC1)CCCCCCCOC